tert-butyl-3-[4-({2-[2-(2-aminoethoxy)ethoxy]ethoxy}methyl)phenyl]-1-(5-chloro-1H-1,3-benzodiazol-2-yl)-4-[2-(4-fluorophenyl)ethyl]-1H-pyrazol-5-ol C(C)(C)(C)OC1=C(C(=NN1C1=NC2=C(N1)C=CC(=C2)Cl)C2=CC=C(C=C2)COCCOCCOCCN)CCC2=CC=C(C=C2)F